C(=O)(O)CCCCN1C(C=CC=C1)=C1N(C=CC=C1)CC N-(4-carboxybutyl)-N'-Ethylbipyridine